N'-(2-chloro-4-((3,4-dichlorophenyl)(methyl)amino)-5-methylphenyl)-N-ethyl-N-methylformimidamide ClC1=C(C=C(C(=C1)N(C)C1=CC(=C(C=C1)Cl)Cl)C)N=CN(C)CC